C(C=1C(C(=O)OCCCCCC)=CC=CC1)(=O)OCC Monoethyl hexyl phthalate